(p-fluorophenyl)triphenyl-boron FC1=CC=C(C=C1)C1=C(C=CC=C1)B(C1=CC=CC=C1)C1=CC=CC=C1